C(CC(=C)C)C=1C(=C(C(=O)OC)C=CC1OC)OC Methyl 3-isopentenyl-2,4-dimethoxy-benzoate